tertiary butylmethyl ether C(C)(C)(C)OC